C(=C)P(C1=CC=CC=C1)C1=CC=CC=C1 vinyl-diphenyl-phosphorus